3-Chloro-4-(6-(methyl(7H-pyrrolo[2,3-d]pyrimidin-4-yl)amino)-2-azaspiro[3.3]heptan-2-carbonyl)benzonitril ClC=1C=C(C#N)C=CC1C(=O)N1CC2(C1)CC(C2)N(C=2C1=C(N=CN2)NC=C1)C